FC(C1=C(C=C2CCCN(C2=C1)C1=C2C=C(C(N(C2=CC(=N1)C=1CCOCC1)C)=O)C)C=1C=NN(C1)C)F 5-(7-(Difluoromethyl)-6-(1-methyl-1H-pyrazol-4-yl)-3,4-dihydroquinolin-1(2H)-yl)-7-(3,6-dihydro-2H-pyran-4-yl)-1,3-dimethyl-1,6-naphthyridin-2(1H)-one